N-Vinyl-Imidazole C(=C)N1C=NC=C1